bis[1,3-bis(2,6-diisopropylphenyl)imidazol-2-ylidene]chloro[3-phenylallyl]palladium (II) C(C)(C)C1=C(C(=CC=C1)C(C)C)N1C(N(C=C1)C1=C(C=CC=C1C(C)C)C(C)C)=[Pd-4](CC=CC1=CC=CC=C1)(Cl)=C1N(C=CN1C1=C(C=CC=C1C(C)C)C(C)C)C1=C(C=CC=C1C(C)C)C(C)C